furo[3,4-f]quinolizin C=1OC=C2C1N1CC=CC=C1C=C2